N1(CCCC1)CCCNC(=O)N(CCCCCCCC(=O)OCCCC(CCCCCC)CCCCCC)CCCCCCCC(=O)OCCCC(CCCCCC)CCCCCC bis(4-hexyldecyl) 8,8'-(((3-(pyrrolidin-1-yl)propyl)carbamoyl) azanediyl)dioctanoate